N1(N=CN=C1)CCNC1=CC=CC=C1 N-(2-(1H-1,2,4-triazol-1-yl)ethyl)aniline